2-[3,4,8,9-tetrakis(mercaptomethylthio)-11-mercapto-2,5,7,10-tetrathiaundecylthio]mercaptomethylthiomethyl-1,3-dithietane SCSC(SCSSCSCC1SCS1)C(SCSC(C(SCS)SCS)SCS)SCS